(R)-N-(3''-fluoro-5''-methoxy-2,2'-dimethyl-4''-(((5-oxopyrrolidin-3-yl)amino)methyl)-[1,1':3',1''-terphenyl]-3-yl)-1-methyl-2-oxo-1,2-dihydropyridine-3-carboxamide FC=1C=C(C=C(C1CN[C@H]1CNC(C1)=O)OC)C=1C(=C(C=CC1)C1=C(C(=CC=C1)NC(=O)C=1C(N(C=CC1)C)=O)C)C